C(C)C1(OCC1)CCCCCCC1(OCC1)CC 1,6-bis(2-ethyl-2-oxetanyl)hexane